4-(5-(4-(difluoromethoxy)-3-propoxyphenyl)pyridin-3-yl)-1,2-oxaborol-2-ol FC(OC1=C(C=C(C=C1)C=1C=C(C=NC1)C=1CB(OC1)O)OCCC)F